(1R,2S)-1-(2-cyanophenyl)-1-(1-(2-hydroxyethyl)-1H-pyrazol-4-yl)propan C(#N)C1=C(C=CC=C1)[C@@H](CC)C=1C=NN(C1)CCO